(S)-1-(5-bromo-1H-pyrrole-2-carbonyl)-N-(3,4,5-trifluorophenyl)pyrrolidine-3-carboxamide BrC1=CC=C(N1)C(=O)N1C[C@H](CC1)C(=O)NC1=CC(=C(C(=C1)F)F)F